methyl (E)-3-[4-[4-[4-[tert-butyl(dimethyl)silyl]oxy-3-[[tert-butyl(dimethyl)silyl]oxymethyl]butoxy]phenyl]phenyl]prop-2-enoate [Si](C)(C)(C(C)(C)C)OCC(CCOC1=CC=C(C=C1)C1=CC=C(C=C1)/C=C/C(=O)OC)CO[Si](C)(C)C(C)(C)C